N-((1s,3s)-3-((4-methoxy-5-(3-methyl-[1,2,4]triazolo[4,3-a]pyridin-6-yl)-7H-pyrrolo[2,3-d]pyrimidin-2-yl)amino)-1-methylcyclobutyl)propionamide COC=1C2=C(N=C(N1)NC1CC(C1)(C)NC(CC)=O)NC=C2C=2C=CC=1N(C2)C(=NN1)C